C(C)[C@H]1COCCN1C1=CC(=CC(=N1)S(=O)(=O)CCC(=O)OC)C1(CCOCC1)S(=O)(=O)C methyl (S)-3-((6-(3-ethylmorpholino)-4-(4-(methylsulfonyl)tetrahydro-2H-pyran-4-yl)pyridin-2-yl)sulfonyl)propanoate